C(C)(C)(C)OC(NC1=CC(=C(C=C1)C)C1CNCCC1)=O 4-methyl-3-(piperidin-3-yl)phenylcarbamic acid tert-butyl ester